NC1=CC=C(C(=C1C1=CC(N2[C@@H](CC(C2C1)(C)C)C(=O)OC)=O)F)Cl Methyl (3S)-7-(6-amino-3-chloro-2-fluorophenyl)-1,1-dimethyl-5-oxo-1,2,3,5,8,8a-hexahydroindolizine-3-carboxylate